S(OC1=CC=C(C=C1)OCC1=C(C(=CC=C1)C1=CC=NN1)F)(=O)(=O)F 4-((2-fluoro-3-(1H-pyrazol-5-yl)benzyl)oxy)phenyl sulfurofluoridate